ClC=1C=CC2=C(N=C(S2)C2N(CCOC2)C(=O)OC(C)(C)C)C1 tert-butyl 3-(5-chlorobenzo[d]thiazol-2-yl)morpholine-4-carboxylate